CC(C)(CCC[C@@H](C)[C@H]1CC[C@H]2[C@@H]3CC=C4[C@H]([C@H](CC[C@]4(CO)[C@H]3CC[C@]12C)O)O)O cholest-6(5)-en-3β,4β,19,25-tetrol